C1(=CC=CC=C1)C#CC1=C(C=O)C=CC=C1 2-(phenylethynyl)benzaldehyde